COC(=O)C=1C(N(C=C(C1)Br)CC1CC1)=O 5-bromo-1-(cyclopropylmethyl)-2-oxo-1,2-dihydropyridine-3-carboxylic acid methyl ester